C[Si](C)(C)C#CC1CCN(CC1)C(=O)OC(C)(C)C tert-butyl 4-((trimethylsilyl)ethynyl)piperidine-1-carboxylate